C(C)(C)(C)NSC=1SC2=C(N1)C=CC=C2 N-t-butyl-2-benzothiazolesulfenamide